C(C)OC(=O)C=1N(N=C(C1C(F)(F)F)C)CC1CCC(CC1)(F)F ethyl-2-[(4,4-difluorocyclohexyl)methyl]-5-methyl-4-(trifluoromethyl)pyrazole-3-carboxylic acid